FC1=C(C=C(C=C1)OC)C1=CC2=C(N(C(N2C)=O)[C@H](CS(=O)(=O)C)C2=NC(=C(C=C2)OC)OCC)C=C1 (S)-5-(2-fluoro-5-methoxyphenyl)-1-(1-(6-ethoxy-5-methoxypyridin-2-yl)-2-(methylsulfonyl)ethyl)-3-methyl-1H-benzo[d]imidazol-2(3H)-one